trisilicon-aluminum [Al].[Si].[Si].[Si]